3-(quinolin-2-ylmethyl)isoindolin-1-one N1=C(C=CC2=CC=CC=C12)CC1NC(C2=CC=CC=C12)=O